ClC=1C=CC(=C2C=CN(C12)S(=O)(=O)C)C1=C(C=C2NC(C=3N(C2=C1C)C(=NN3)C)(C)C)F 8-(7-chloro-1-methylsulfonyl-1H-indol-4-yl)-7-fluoro-1,4,4,9-tetramethyl-5H-[1,2,4]triazolo[4,3-a]quinoxaline